COC=1C=C(C=CC1)C=1C(=CC=CC1N1CC(C1)OC1=CC=C(C=C1)CO)C(=O)OC Methyl 3'-methoxy-6-(3-(4-(hydroxymethyl)phenoxy)azetidin-1-yl)-[1,1'-biphenyl]-2-formate